(3R,4S)-3-cyclopropyl-1-[3-fluoro-6-(5-methoxypyridin-3-yl)pyrazolo[1,5-a]pyrazin-4-yl]-4-methyl-2-oxopyrrolidine-3-carbonitrile C1(CC1)[C@]1(C(N(C[C@H]1C)C=1C=2N(C=C(N1)C=1C=NC=C(C1)OC)N=CC2F)=O)C#N